BrC(C#CC1=NC=C(C=C1)OC1CC(C1)OC1=NC=C(C=C1)Br)C 2-(3-bromobut-1-ynyl)-5-[3-[(5-bromo-2-pyridyl)oxy]cyclobutoxy]pyridine